5-(1,1-difluoroethyl)-6,7-dihydro-5H-pyrrolo[1,2-b][1,2,4]triazole-2-carboxylic acid ethyl ester C(C)OC(=O)C=1N=C2N(N1)C(CC2)C(C)(F)F